FCCCNCCOC1=NC=C(C(=C1)[C@H]1N([C@@H](CC2=C1NC1=CC=CC=C21)C)CC(F)(F)F)F 3-fluoro-N-(2-((5-fluoro-4-((1R,3R)-3-methyl-2-(2,2,2-trifluoroethyl)-2,3,4,9-tetrahydro-1H-pyrido[3,4-b]indol-1-yl)pyridin-2-yl)oxy)ethyl)propan-1-amine